COC=1C=C(/C=C/C2=CC=C(OCCOCCC3NCCNC3)C=C2)C=C(C1)OC 2-(2-(2-(4-((E)-3,5-dimethoxystyryl)phenoxy)ethoxy)ethyl)piperazine